(6aR,7R,10aS)-4-(2-fluorophenyl)-7,10a-dimethyl-2-(2-methylpyridin-4-yl)-8-oxo-5,6,6a,7,8,10a-hexahydrobenzo[h]quinazoline-9-carbonitrile FC1=C(C=CC=C1)C1=NC(=NC=2[C@]3([C@H](CCC12)[C@H](C(C(=C3)C#N)=O)C)C)C3=CC(=NC=C3)C